C1=CC=C(C=C1)NC(=NC2=CC=CC=C2)N.Br Diphenylguanidine Hydrobromide